(4aS,5S,8aS)-1,1,4a-trimethyl-6-methylene-5-vinyldecahydronaphthalene CC1(CCC[C@@]2([C@H](C(CC[C@@H]12)=C)C=C)C)C